tert-butyl (1S,4S)-5-(7-bromo-8-fluoro-2-((1-(hydroxymethyl)cyclopropyl)methoxy)-6-iodoquinazolin-4-yl)-2,5-diazabicyclo[2.2.1]heptane-2-carboxylate BrC1=C(C=C2C(=NC(=NC2=C1F)OCC1(CC1)CO)N1[C@@H]2CN([C@H](C1)C2)C(=O)OC(C)(C)C)I